ClC=1C=CC(=C(C1)C=1C=C(C=2OCCNC2N1)C=1C=C(C=NC1)C#N)F 5-[6-(5-chloro-2-fluorophenyl)-2H,3H,4H-pyrido[3,2-b][1,4]oxazin-8-yl]pyridine-3-carbonitrile